ClC1=C2C(=CN=C1C(F)(F)F)NC(=C2)C(=O)NC2CC[Si](CC2)(C)C 4-chloro-N-(1,1-dimethylsilacyclohex-4-yl)-5-(trifluoromethyl)-1H-pyrrolo[2,3-c]pyridine-2-carboxamide